COC1N(CCC2=CC=C(C=C12)N)C methoxy-2-methyl-3,4-dihydro-1H-isoquinolin-7-amine